((4bS,9bS)-1-amino-7-((R)-1-cyclopropylethyl)-4b-hydroxy-10-oxo-9b,10-dihydro-4bH-indeno[1,2-b]benzofuran-9b-yl)-1,5-dimethyl-2-oxo-2,3-dihydro-1H-imidazole-4-carboxamide NC1=C2C([C@@]3([C@@](OC4=C3C=CC(=C4)[C@H](C)C4CC4)(C2=CC=C1)O)N1C(N(C(=C1C(=O)N)C)C)=O)=O